bis(4-tridecylphenyl)iodonium C(CCCCCCCCCCCC)C1=CC=C(C=C1)[I+]C1=CC=C(C=C1)CCCCCCCCCCCCC